6-(3-chloro-6-(difluoromethyl)-2-fluorophenyl)-N-(1-(2,3-dimethyl-4-((1r,5s)-2-oxo-3-azabicyclo[3.1.0]hex-3-yl)benzyl)-1H-pyrazol-4-yl)pyrazine-2-carboxamide ClC=1C(=C(C(=CC1)C(F)F)C1=CN=CC(=N1)C(=O)NC=1C=NN(C1)CC1=C(C(=C(C=C1)N1C([C@@H]2C[C@@H]2C1)=O)C)C)F